The molecule is a tripeptide composed of two L-glutamic acid and one L-arginine residues joined in sequence. It derives from a L-glutamic acid and a L-arginine. C(C[C@@H](C(=O)O)NC(=O)[C@H](CCC(=O)O)NC(=O)[C@H](CCC(=O)O)N)CN=C(N)N